2-(4-methyl-3-pentenyl)-6-chloro-9-methacryloyloxy-10-phenoxy-1,4-dihydro-1,4-methanoanthracene CC(=CCCC=1C2C3=C(C4=CC=C(C=C4C(=C3C(C1)C2)OC2=CC=CC=C2)Cl)OC(C(=C)C)=O)C